8-Chloro-2,2-dimethyl-3,4-dihydro-2H-pyrido[4,3-b][1,4]oxazine ClC1=CN=CC2=C1OC(CN2)(C)C